FC(COP(OCC(C(F)(F)F)(F)F)=O)(C(F)(F)F)F phosphonic acid bis(pentafluoropropyl) ester